Butyl (4-((2-chloropyridin-4-yl)oxy)-2-fluorophenyl)carbamate ClC1=NC=CC(=C1)OC1=CC(=C(C=C1)NC(OCCCC)=O)F